tert-butyl (E)-(3-fluoro-2-(((2-((3-methoxybenzyl)amino)benzo[d]oxazol-6-yl)oxy)methyl)allyl)carbamate F/C=C(\CNC(OC(C)(C)C)=O)/COC1=CC2=C(N=C(O2)NCC2=CC(=CC=C2)OC)C=C1